CS(=O)(=O)C=1N=C(N(N1)C1=NC=CC=N1)C(C)N 1-(5-methylsulfonyl-2-pyrimidin-2-yl-1,2,4-triazol-3-yl)ethanamine